methyl 2-(1-(1-(2,6-bis(benzyloxy)pyridin-3-yl)-3-ethyl-2-oxo-2,3-dihydro-1H-benzo[d]imidazol-5-yl)piperidin-4-yl)acetate C(C1=CC=CC=C1)OC1=NC(=CC=C1N1C(N(C2=C1C=CC(=C2)N2CCC(CC2)CC(=O)OC)CC)=O)OCC2=CC=CC=C2